CN1C(C(=C(C=C1)[O-])NC(N[C@@H](CC(=O)[O-])C1=CC(=CC=C1)C=1SC=CN1)=O)=O.[Na+].[Na+] sodium (S)-3-(3-(1-methyl-4-oxido-2-oxo-1,2-dihydropyridin-3-yl)ureido)-3-(3-(thiazol-2-yl) phenyl)propanoate